2'-hydroxy-4-dodecyloxybenzophenone OC1=C(C=CC=C1)C(C1=CC=C(C=C1)OCCCCCCCCCCCC)=O